7-(trifluoromethyl)imidazo[1,2-a]pyridine-3-carboxylic acid FC(C1=CC=2N(C=C1)C(=CN2)C(=O)O)(F)F